2-(1H-imidazol-1-yl)-N-(4-(2-methoxy-2-methylpropoxy)cyclohexyl)-6-methylpyrimidine-4-carboxamide N1(C=NC=C1)C1=NC(=CC(=N1)C(=O)NC1CCC(CC1)OCC(C)(C)OC)C